7,8-dichloro-5-(2-hydroxyethyl)-10-(2-methyl-2H-1,2,3-triazol-4-yl)-3,4,5,6-tetrahydroazepino[4,5-b]indol-2(1H)-one ClC1=C(C=C(C=2C3=C(NC12)C(CNC(C3)=O)CCO)C3=NN(N=C3)C)Cl